FC1=CC=C(C=C1)C1=CC(=C(O1)C)C(=O)N1CC2(C1)C=C(C(C(C2)(C)C)=O)C#N 2-[5-(4-fluorophenyl)-2-methylfuran-3-carbonyl]-8,8-dimethyl-7-oxo-2-azaspiro[3.5]non-5-ene-6-carbonitrile